3-(4-iodophenyl)aminoisobenzofuran-1(3H)-one IC1=CC=C(C=C1)NC1OC(C2=CC=CC=C12)=O